ClC1=CC(=CC(=N1)N1CC(N(CC1)S(=O)(=O)C1=CC=C(C=C1)NC(C)=O)C)C(F)(F)F N-[4-[4-[6-chloro-4-(trifluoromethyl)-2-pyridyl]-2-methyl-piperazin-1-yl]sulfonylphenyl]acetamide